C(CC)(=O)C(O)(C[N+](C)(C)C)CC([O-])=O (propionyl)-carnitine